2-(4'-methoxy-1,2,3,6-tetrahydro-[1,1'-biphenyl]-4-yl)acetic acid COC1=CC=C(C=C1)C1CCC(=CC1)CC(=O)O